C(N)(=O)C1=C(C=C(C=C1)C1=CC=2C(=NC=C(C2)C(=O)NC=2C(=NC=C(C2)NC(CN2CCCCC2)=O)C)N1)F 2-(4-carbamoyl-3-fluorophenyl)-N-(2-methyl-5-(2-(piperidin-1-yl)acetamido)pyridin-3-yl)-1H-pyrrolo[2,3-b]pyridine-5-carboxamide